FC(OC1=CC=C(C=C1)C1=CN=C2N1C=CN=C2NC=2C=CC=C(C#N)C2)F 5-((3-(4-(difluoromethoxy)phenyl)imidazo[1,2-a]pyrazin-8-yl)amino)benzonitrile